N1=CC(=CC=C1)C=1C=CC=2N(C1)C=C(N2)NC2=NC=CC(=C2)CN2CCCC2 6-(pyridin-3-yl)-N-(4-(pyrrolidin-1-ylmethyl)pyridin-2-yl)imidazo[1,2-a]pyridin-2-amine